methyl rac-2-amino-2-(2-chloro-6-(4-fluorophenyl)pyridin-4-yl)propanoate N[C@](C(=O)OC)(C)C1=CC(=NC(=C1)C1=CC=C(C=C1)F)Cl |r|